5-(3-(ethylsulfonyl)-5-(trifluoromethyl)pyridin-2-yl)-2-(trifluoromethyl)pyrazolo[1,5-a]pyrimidine C(C)S(=O)(=O)C=1C(=NC=C(C1)C(F)(F)F)C1=NC=2N(C=C1)N=C(C2)C(F)(F)F